C(#N)C1=CC=C(C=N1)C1=CC2=C(N(C=N2)C2=CC(=C(C(=O)NCC(F)(F)F)C(=C2)OC)OC)C=C1 4-[5-(6-cyano-3-pyridyl)benzimidazol-1-yl]-2,6-dimethoxy-N-(2,2,2-trifluoroethyl)benzamide